1-[4-(4-chlorophenoxy)-2-trifluoromethylphenyl]Ethylene ClC1=CC=C(OC2=CC(=C(C=C2)C=C)C(F)(F)F)C=C1